3-(1,4-dimethyl-1H-benzotriazol-5-yl)-2,2-dimethylpropanoate CN1N=NC2=C1C=CC(=C2C)CC(C(=O)[O-])(C)C